N-hydroxy-2,2-dimethyl-4-(naphthalen-2-ylmethyl)-3-oxo-3,4-dihydro-2H-benzo[b][1,4]oxazine-6-carboxamide ONC(=O)C1=CC2=C(OC(C(N2CC2=CC3=CC=CC=C3C=C2)=O)(C)C)C=C1